tert-butyl N-[3-methyl-5-[[2-oxo-2-[2-[3-(trifluoromethyl)-1-bicyclo[1.1.1]pentanyl]-1-piperidyl]acetyl]amino]-2-pyridyl]carbamate CC=1C(=NC=C(C1)NC(C(N1C(CCCC1)C12CC(C1)(C2)C(F)(F)F)=O)=O)NC(OC(C)(C)C)=O